5-bromo-7-isopropoxy-1,3-dimethylquinolin-2(1H)-one BrC1=C2C=C(C(N(C2=CC(=C1)OC(C)C)C)=O)C